N1C=C(C2=CC=CC=C12)NC(=O)N1CC2=CC=C(C=C2CC1)N1CCC2(CC2)CC1 N-(1H-indol-3-yl)-6-(6-azaspiro[2.5]octane-6-yl)-3,4-dihydroisoquinoline-2(1H)-Formamide